2,6-dimethoxy-1,4-phenyleneoxide COC1=C2C(=CC(=C1)O2)OC